O1CC(CC1)CN1C=NC=2C1=NC(=CC2)C(=O)O 3-((tetrahydrofuran-3-yl)methyl)-3H-imidazo[4,5-b]pyridine-5-carboxylic acid